ClC1=C(C=CC=C1)[C@H]1CC[C@H](N1C(=O)C1=CC=C(C=C1)C1=C(C=CC=C1)NS(=O)(=O)C)C(=O)O (2S,5R)-5-(2-chlorophenyl)-1-(2'-(methylsulfonylamino)-[1,1'-biphenyl]-4-carbonyl)pyrrolidine-2-carboxylic acid